FC1=C(C(=CC(=C1)OCC1=CC=C(C=C1)OC)O)C(C)=O 1-(2-fluoro-6-hydroxy-4-((4-methoxybenzyl)oxy)phenyl)ethan-1-one